1-(2,2-dioxido-2-thia-7-azaspiro[3.5]nonan-7-yl)-2-(4-(trifluoromethyl)phenoxy)propan-1-one O=S1(CC2(C1)CCN(CC2)C(C(C)OC2=CC=C(C=C2)C(F)(F)F)=O)=O